(S)-2-(2-oxo-pyrrolidine-1-yl)butyric acid O=C1N(CCC1)[C@H](C(=O)O)CC